N1=CC=C(C=C1)C=1NC2=NC(=NC=C2N1)C(=O)O 8-(pyridin-4-yl)-9H-purine-2-carboxylic acid